(S)-5-(((4-(3-chloro-4-(2-chloro-3-((3-fluoro-4-((((S)-2-hydroxypropyl)amino)methyl)pyridin-2-yl)amino)phenyl)pyridin-2-yl)-2-methoxybenzyl)amino)methyl)pyrrolidin-2-one ClC=1C(=NC=CC1C1=C(C(=CC=C1)NC1=NC=CC(=C1F)CNC[C@H](C)O)Cl)C1=CC(=C(CNC[C@@H]2CCC(N2)=O)C=C1)OC